CN(C(CN1N=CC(=C1)NC(C#C[Si](C)(C)C)=O)=O)CCOC1=CC=C(C=C1)C N-[1-[2-[methyl-[2-(4-methylphenoxy)ethyl]amino]-2-oxoethyl]pyrazol-4-yl]-3-trimethylsilyl-prop-2-ynamide